CN(C)CCCCCCCCCC N,N-dimethyl-decylamine